(R)-3-((S)-3-methyl-4-(5-(trifluoromethyl)pyrimidin-2-yl)piperazine-1-carbonyl)pyrrolidine-1-carboxylic acid tert-butyl ester C(C)(C)(C)OC(=O)N1C[C@@H](CC1)C(=O)N1C[C@@H](N(CC1)C1=NC=C(C=N1)C(F)(F)F)C